1,5,7-Triazidobicyclo[4.4.0]dec-5-ene N(=[N+]=[N-])C12CCCC(=C2C(CCC1)N=[N+]=[N-])N=[N+]=[N-]